ClC=1C(=C(C=C2C(N(C(NC12)=O)CC1=C(C=CC(=C1)Cl)S(=O)(=O)CC)=O)C(F)(F)F)CN1C[C@H](CCC1)NCCO 8-Chloro-3-[(5-chloro-2-ethylsulfonylphenyl)methyl]-7-[[(3S)-3-(2-hydroxyethylamino)piperidin-1-yl]methyl]-6-(trifluoromethyl)-1H-quinazoline-2,4-dione